C(C)OC(=O)C1=C(SC(=C1)C=1C=NN(C1)C1=C(C=C(C=C1Cl)C(C(F)(F)F)(C(F)(F)F)F)Cl)Br Ethyl-2-bromo-5-{1-[2,6-dichloro-4-(1,1,1,2,3,3,3-heptafluoropropan-2-yl)phenyl]-1H-pyrazole-4-yl}thiophene-3-carboxylate